ClC=1C(=NC(=NC1)NC1=CC=C(C=C1)N1CCN(CC1)C)NC1=C(C=C(C=C1)C)NC(C=C)=O N-{2-[(5-chloro-2-{[4-(4-methylpiperazin-1-yl)phenyl]amino}pyrimidin-4-yl)amino]-5-methylphenyl}prop-2-enamide